BrN1N=CC=2C3(CC4=C(C12)C(=CO4)C)CC3 bromo-8'-methyl-1',5'-dihydrospiro[cyclopropane-1,4'-furo[2,3-g]indazole]